1-[6-[[4-(3-isopropylpyrazolo[1,5-a]pyridin-5-yl)pyrimidin-2-yl]amino]-3-pyridinyl]piperazin-2-one C(C)(C)C=1C=NN2C1C=C(C=C2)C2=NC(=NC=C2)NC2=CC=C(C=N2)N2C(CNCC2)=O